C(CCCCCCC)OC(=S)[S-].[Zn+2].C(CCCCCCC)OC(=S)[S-] Zinc octylxanthate